[Na+].CC1=C(C(=C(C=C1C(=O)[O-])C(=O)[O-])C)S(=O)(=O)[O-].[Na+].[Na+] dimethyl-5-sulfoisophthalic acid sodium salt